((2-(1-amino-7-(1,2-dimethyl-1H-imidazol-5-yl)-8-fluoroisoquinolin-4-yl)-5-(tetrahydro-2H-Pyran-4-yl)thiazol-4-yl)methyl)(methyl)carbamate NC1=NC=C(C2=CC=C(C(=C12)F)C1=CN=C(N1C)C)C=1SC(=C(N1)COC(NC)=O)C1CCOCC1